(R)-4-(propionyloxy)pentanoic acid C(CC)(=O)O[C@@H](CCC(=O)O)C